CN1CCC(CC1)C1CN(C1)C1=NC=CC2=C1CNC2 4-(3-(1-methylpiperidin-4-yl)azetidin-1-yl)-1,2-dihydro-3H-pyrrolo[3,4-c]pyridin